4-(3-chloro-2-fluoro-6-methoxyphenyl)-N-(5-{2-[2-(2-hydroxyethoxy)ethoxy]ethoxy}-1,3,4-thiadiazol-2-yl)-6-methylpyridine-3-carboxamide ClC=1C(=C(C(=CC1)OC)C1=C(C=NC(=C1)C)C(=O)NC=1SC(=NN1)OCCOCCOCCO)F